ethyl 2-(4-(4-(1,1-difluoroethyl)pyridin-3-yl)cyclohex-3-en-1-yl)acetate FC(C)(F)C1=C(C=NC=C1)C1=CCC(CC1)CC(=O)OCC